2,2'-dimethyl-2,2'-azodipropionitrile CC(C#N)(C)N=NC(C#N)(C)C